OP(O)OP(O)O.C1(=CC=CC=C1)C(O)(C(CO)(CO)CO)C1=CC=CC=C1 Diphenyl-pentaerythritol diphosphite